C1(CC1)C(C1OC2=C(C(=NC(=C2)SC)C2=CN(C3=CN=C(C=C32)NC(C)=O)C)OC1)(F)F N-(3-(2-(cyclopropyldifluoromethyl)-7-(methylthio)-2,3-dihydro-[1,4]dioxino[2,3-c]pyridin-5-yl)-1-methyl-1H-pyrrolo[2,3-c]pyridin-5-yl)acetamide